N'-[5-chloro-4-(1H-indol-3-yl)pyrimidin-2-yl]-4-methoxy-6-(1-methyl-3,6-dihydro-2H-pyridin-4-yl)benzene-1,3-diamine ClC=1C(=NC(=NC1)NC=1C=C(C(=CC1OC)C=1CCN(CC1)C)N)C1=CNC2=CC=CC=C12